BrC=1C(=C(OCC(CO)(F)F)C=CC1)C 3-(3-bromo-2-methyl-phenoxy)-2,2-difluoro-propan-1-ol